COC1=CC=C(CN(C2=CC(=C(C(=N2)C=2C(=C3C=4C(=NC=NC4C2)N(CCO3)CC=3C(=NC=NC3)N)Cl)C(F)(F)F)C)CC3=CC=C(C=C3)OC)C=C1 5-((9-(6-(bis(4-methoxybenzyl)amino)-4-methyl-3-(trifluoromethyl)pyridin-2-yl)-8-chloro-5,6-dihydro-4H-[1,4]oxazepino[5,6,7-de]quinazolin-4-yl)methyl)pyrimidin-4-amine